N-[5-(2,6-difluoro-4-methoxyphenyl)-1-methyl-3-oxo-2-(5-phenylpyridin-2-yl)-2,3-dihydro-1H-pyrazol-4-yl]-4-(difluoromethoxy)benzamide FC1=C(C(=CC(=C1)OC)F)C1=C(C(N(N1C)C1=NC=C(C=C1)C1=CC=CC=C1)=O)NC(C1=CC=C(C=C1)OC(F)F)=O